(1R,2S,5S)-N-[cyano-(5-ethynyl-4-isoquinolyl)methyl]-6,6-dimethyl-3-[(2S,3R)-3-(1-methylcyclopropoxy)-2-[(2,2,2-trifluoroacetyl)amino]butanoyl]-3-azabicyclo[3.1.0]hexane-2-carboxamide C(#N)C(NC(=O)[C@@H]1[C@H]2C([C@H]2CN1C([C@H]([C@@H](C)OC1(CC1)C)NC(C(F)(F)F)=O)=O)(C)C)C1=CN=CC2=CC=CC(=C12)C#C